CCN(CC)C1=CC=CC(=C1)NC(=O)C 3-(N,N-diethylamino)acetanilide